(R)-5-amino-6-methyl-6,8-dihydro-1H-furo[3,4-d]pyrrolo[3,2-b]pyridine-2-carboxylic acid NC1=C2C(=C3C(=N1)C=C(N3)C(=O)O)CO[C@@H]2C